C(=C)C(CO)O vinyl-ethyleneglycol